ClC1=C(C(N(N=C1)CC1=CC=C(C=C1)OC)=O)C(F)(F)F 5-chloro-2-[(4-methoxyphenyl)methyl]-4-(trifluoromethyl)-3H,2H-1,2-diazin-3-one